O=C1NC(CCC1N1C(C2=CC=C(C=C2C1=O)OCCCCOC1CC2(C1)CC(C2)N(C2CC(C2)OC2=NC=C(C=C2)C=2C=CC=1C3=C(N(C1C2)C)C=CN=C3)C)=O)=O 2-(2,6-dioxopiperidin-3-yl)-5-(4-((6-(methyl((1r,3r)-3-((5-(5-methyl-5H-pyrido[4,3-b]indol-7-yl)pyridin-2-yl)oxy)cyclobutyl)amino)spiro[3.3]heptan-2-yl)oxy)butoxy)isoindoline-1,3-dione